COCCNC1CC(C1)CCC1=NC=2NCCCC2C=C1 (1s,3r)-N-(2-methoxyethyl)-3-(2-(5,6,7,8-tetrahydro-1,8-naphthyridin-2-yl)ethyl)cyclobutan-1-amine